4-(1-phenyl-1H-pyrazol-4-yl)-N-{[(3R)-pyrrolidin-3-yl]methyl}thiophene-2-carboxamide C1(=CC=CC=C1)N1N=CC(=C1)C=1C=C(SC1)C(=O)NC[C@H]1CNCC1